(S)-4-(3-Bromo-2-((ethylamino)methyl)-4-fluorophenoxy)pentan-1-amine BrC=1C(=C(O[C@H](CCCN)C)C=CC1F)CNCC